(S)-4-methyl-2-(phenylsulfonylamino)pentanoic acid benzyl ester C(C1=CC=CC=C1)OC([C@H](CC(C)C)NS(=O)(=O)C1=CC=CC=C1)=O